C(#CCC)C1=CC2=C(N=C3N2[C@H]2C4=C(C(N([C@@H]3C2)C([2H])([2H])[2H])=O)C=CC=C4OC(F)F)C=C1 (7R,14R)-11-(but-1-yn-1-yl)-1-(difluoromethoxy)-6-(methyl-d3)-6,7-dihydro-7,14-methanobenzo[f]benzo[4,5]imidazo[1,2-a][1,4]diazocin-5(14H)-one